1-(3-(tert-butyl)-1-phenyl-1H-pyrazol-5-yl)-3-(2-(methylthio)-4-((2-keto-1,2,3,4-tetrahydroquinolin-5-yl)oxy)phenyl)urea C(C)(C)(C)C1=NN(C(=C1)NC(=O)NC1=C(C=C(C=C1)OC1=C2CCC(NC2=CC=C1)=O)SC)C1=CC=CC=C1